(1S,2R,3aR,4S,6aR)-4-((2-amino-3-bromoquinolin-7-yl)methyl)-2-(4-amino-5-methyl-7H-pyrrolo[2,3-d]pyrimidin-7-yl)hexahydropentalene-1,6a(1H)-diol NC1=NC2=CC(=CC=C2C=C1Br)C[C@H]1[C@H]2C[C@H]([C@@H]([C@]2(CC1)O)O)N1C=C(C2=C1N=CN=C2N)C